4-oxo-4,5-dihydropyrrolo[1,2-a]quinoxaline-7-carboxylic ethyl ester C(C)OC(=O)C=1C=C2NC(C=3N(C2=CC1)C=CC3)=O